(5-acetyl-2-hydroxyphenyl)boronic acid C(C)(=O)C=1C=CC(=C(C1)B(O)O)O